2-methanesulfonyl-7-methoxy-5-[2-(triisopropylsilyl)ethynyl]pyrido[2,3-d]pyrimidine CS(=O)(=O)C=1N=CC2=C(N1)N=C(C=C2C#C[Si](C(C)C)(C(C)C)C(C)C)OC